lauric acid glyceryl-borate C(C(O)CO)OB(O)O.C(CCCCCCCCCCC)(=O)O